BrC1=C(C=CC(=C1)C(F)(F)F)C1=NC(=NO1)CNC(=O)C=1C(=NC=CC1)Cl N-((5-(2-bromo-4-(trifluoromethyl)phenyl)-1,2,4-oxadiazol-3-yl)methyl)-2-chloropyridine-3-carboxamide